(2S,3R)-2-(tert-butoxycarbonylamino)-3-hydroxy-4-methyl-pentanoic acid C(C)(C)(C)OC(=O)N[C@H](C(=O)O)[C@@H](C(C)C)O